C(C)C1=CN(C(C2=C(C=C(C=C12)C=1C=C(C=2N(C1)C=C(N2)C)F)F)=O)C2CCNCC2 4-ethyl-8-fluoro-6-{8-fluoro-2-methylimidazo[1,2-a]pyridin-6-yl}-2-(piperidin-4-yl)isoquinolin-1-one